bromo-3-cyclopropyl-1H-indazole BrN1N=C(C2=CC=CC=C12)C1CC1